C(CCCCCCC)C(CCCCCCCC)OC(CCCCCCCN(CCCCCC(OCCCCCCCCCCC)=O)CCN1CCN(CC1)CCN(CCCCCC(OCCCCCCCCCCC)=O)CCCCCCCC(=O)OC(CCCCCCCC)CCCCCCCC)=O.C1(=CC=CC2=CC=CC=C12)C(C)=O 1-(1-naphthalenyl)ethanone 1-octylnonyl-8-[2-[4-[2-[[8-(1-octylnonoxy)-8-oxo-octyl]-(6-oxo-6-undecoxy-hexyl)amino]ethyl]piperazin-1-yl]ethyl-(6-oxo-6-undecoxy-hexyl)amino]octanoate